6-(1-isopropyl-1H-pyrazol-3-yl)-N-(6-methoxypyridin-2-yl)-5-methyl-2-(1-methyl-1H-imidazol-2-yl)pyrrolo[2,1-f][1,2,4]triazin-4-amine C(C)(C)N1N=C(C=C1)C=1C(=C2C(=NC(=NN2C1)C=1N(C=CN1)C)NC1=NC(=CC=C1)OC)C